CO[Si](CCCC1(CC(CCC1)CN)CN)(OC)OC (3-trimethoxysilylpropyl)-1,3-bis-aminomethylcyclohexane